3-hydroxy-2-(7H-pyrrolo[2,3-d]pyrimidine-4-yl)acrolein OC=C(C=O)C=1C2=C(N=CN1)NC=C2